N-[(5-methylfuran-2-yl)methyl]-3-{[6-(oxolan-2-yl)pyridazin-3-yl]amino}benzamide CC1=CC=C(O1)CNC(C1=CC(=CC=C1)NC=1N=NC(=CC1)C1OCCC1)=O